FC(C1=CC(=NN1)CN(C(=O)NC1=CC(=C(C=C1)F)C(F)F)C=1C=NC(=NC1)OC)F 1-((5-(Difluoromethyl)-1H-pyrazol-3-yl)methyl)-3-(3-(difluoromethyl)-4-fluorophenyl)-1-(2-methoxypyrimidin-5-yl)urea